[Si](C)(C)(C(C)(C)C)OCC#CC=1C=C2C(=CC=CN2C1CC(F)(F)F)N[C@H]1[C@H](CN(CC1)C)F 2-(3-((tert-butyldimethylsilyl)oxy)prop-1-yn-1-yl)-N-((3S,4R)-3-fluoro-1-methylpiperidin-4-yl)-3-(2,2,2-trifluoroethyl)indolizin-8-amine